1-((1-ethoxypropan-2-yl)-oxy)-propan-2-amine C(C)OCC(C)OCC(C)N